CS(=O)(=O)C1=CC=C(C=C1)N[C@@H](CO)C(=O)O (2s,3r)-p-methylsulfonylphenyl-serine